F[C@H]1[C@@H](C2=C(N(C=C2C(F)(F)F)C=2C(=C(C#N)C=CC2)F)[C@@H]1F)O (4r,5s,6s)-(5,6-difluoro-4-hydroxy-3-(trifluoromethyl)-5,6-dihydro-cyclopenta[b]pyrrol-1(4H)-yl)-2-fluorobenzonitrile